hydroxy-6-(N-(2-(4-methanesulfonylpiperazin-1-yl)pyridin-3-yl)aminosulfonyl)benzofuran-2-carboxamide OC1=C(OC2=C1C=CC(=C2)S(=O)(=O)NC=2C(=NC=CC2)N2CCN(CC2)S(=O)(=O)C)C(=O)N